3-isopropyl-5-(4-(1-((5-(4-((2-methoxyethyl)sulfonyl)phenyl)thiazolo[5,4-b]pyridin-2-yl)oxy)ethyl)piperidin-1-yl)-1,2,4-oxadiazole C(C)(C)C1=NOC(=N1)N1CCC(CC1)C(C)OC=1SC2=NC(=CC=C2N1)C1=CC=C(C=C1)S(=O)(=O)CCOC